2-(4-Acetylpiperazin-1-yl)-N-((7-(trifluoromethyl)-10H-phenoxazin-3-yl)methyl)acetamide (+)-2-(2-Methyl-5,6,7,8-tetrahydronaphthalen-1-yl)phenyl-4-fluorobenzoate CC1=C(C=2CCCCC2C=C1)C1=C(C=CC=C1)OC(C1=CC=C(C=C1)F)=O.C(C)(=O)N1CCN(CC1)CC(=O)NCC=1C=CC=2NC3=CC=C(C=C3OC2C1)C(F)(F)F